BrC=1C=C(C=C(C1OCC1CO1)Br)C(C)(C)C1=CC(=C(C(=C1)Br)OCC1CO1)Br 2,2-bis(3,5-dibromo-4-glycidyloxyphenyl)propane